tert-butyl ((3-(6-(4,4-difluoroazepan-1-yl)-5-fluoro-4-methyl-[2,3-bipyridine]-5-carboxamido)phenyl)(methyl)(oxo)-λ6-sulfaneylidene)carbamate FC1(CCN(CCC1)C=1C(C(C=C(N1)C=1C=NC=CC1)C)(C(=O)NC=1C=C(C=CC1)S(=O)(C)=NC(OC(C)(C)C)=O)F)F